N-(2-aminophenyl)-2-(2-methoxyphenyl)-2-(1-oxoisoindol-2-yl)acetamide NC1=C(C=CC=C1)NC(C(N1C(C2=CC=CC=C2C1)=O)C1=C(C=CC=C1)OC)=O